NC=1NC(C=2N(C(N(C2N1)[C@@H]1O[C@@H](C[C@H]1O)CO)=O)CC1=CC=C(C#N)C=C1)=O 4-((2-amino-9-((2R,3R,5S)-3-hydroxy-5-(hydroxymethyl)tetrahydrofuran-2-yl)-6,8-dioxo-1,6,8,9-tetrahydro-7H-purin-7-yl)methyl)benzonitrile